FC1=CC=C(C=C1)COC1=C(C(=NN1C(=O)C1=COC=C1C)C1C(C(N(C1)CC(=O)N1CCOCC1)=O)C(F)(F)F)OC 4-{5-[(4-fluorophenyl)methoxy]-4-methoxy-1-(4-methylfuran-3-carbonyl)-1H-pyrazol-3-yl}-1-[2-(morpholin-4-yl)-2-oxoethyl]-3-(trifluoromethyl)pyrrolidin-2-one